C(C1=CC=CC=C1)N=C1C2=CC=CC=C2OC=2C=CC=CC12 N-benzyl-xanthenone imine